2-[(1S,4S,5R)-5-{[5-cyclopropyl-3-(2,6-dichlorophenyl)-1,2-oxazol-4-yl]methoxy}-2-azabicyclo[2.2.1]heptan-2-yl]-4-(oxetan-4-yl)-1,3-benzothiazole-6-carboxylic acid C1(CC1)C1=C(C(=NO1)C1=C(C=CC=C1Cl)Cl)CO[C@H]1[C@@H]2CN([C@H](C1)C2)C=2SC1=C(N2)C(=CC(=C1)C(=O)O)C1CCO1